3-(3-(4-((2H-indazol-2-yl)methyl)benzyl)isoxazol-5-yl)pyridin-2-amine N=1N(C=C2C=CC=CC12)CC1=CC=C(CC2=NOC(=C2)C=2C(=NC=CC2)N)C=C1